O1C=C(C2=C1C=CC=C2)C[C@@H](B2OC([C@H](O2)C)=O)NC(=O)[C@H]2[C@@H]1CC[C@H](C2)O1 (1S,2R,4R)-N-((R)-2-(benzofuran-3-yl)-1-((R)-4-methyl-5-oxo-1,3,2-dioxaborolan-2-yl)ethyl)-7-oxabicyclo[2.2.1]heptane-2-carboxamide